CC(C)(C)S(=O)N(COCC[Si](C)(C)C)C1(COC1)C1=CC=C(C=C1)C(C(=O)OCC=C)CC 1-(±)-Allyl 2-(4-(3-(2-methyl-N-((2-(trimethylsilyl)ethoxy)methyl)propan-2-ylsulfinamido) oxetan-3-yl)phenyl)butanoate